OCCS(=O)(=O)C12CC[N+](CC1)(CC2)[O-] 4-((2-hydroxyethyl)sulfonyl)quinuclidine 1-oxide